2-methyl-3-(3-pyridinyl)-2-azabicyclo[2.2.2]oct-5-ene CN1C2C=CC(C1C=1C=NC=CC1)CC2